CC(C#C)(C)OP(=O)(CCC=C)CCC=C bis(3-butenyl)phosphinic acid 1,1-dimethyl-2-propynyl ester